[C@H]12N(C[C@H](CC1)C2)CC(=O)NC=2C=C(C(=NC2)C)NC(=O)C=2C=NN1C2C=NC(=C1)C=1C=NN(C1)C N-(5-(2-((1S,4R)-2-azabicyclo[2.2.1]heptan-2-yl)acetamido)-2-methylpyridin-3-yl)-6-(1-methyl-1H-pyrazol-4-yl)pyrazolo[1,5-a]pyrazine-3-carboxamide